rac-5-{6-[2-(7-Fluoro-2,4-dimethyl-indol-1-yl)-ethylamino]-pyrimidin-4-yl}-3-isobutyl-2,3-dihydro-isoindol-1-one FC=1C=CC(=C2C=C(N(C12)CCNC1=CC(=NC=N1)C=1C=C2[C@H](NC(C2=CC1)=O)CC(C)C)C)C |r|